2-(3-methylisoxazol-5-yl)-N-(5-((1R,3S)-3-((4-methylpyridin-3-yl)oxy)cyclopentyl)-1H-pyrazol-3-yl)acetamide CC1=NOC(=C1)CC(=O)NC1=NNC(=C1)[C@H]1C[C@H](CC1)OC=1C=NC=CC1C